FC=1C=C(C=CC1OC)C1=NN2C=NC=3C=CC=CC3C2=N1 2-(3-fluoro-4-methoxyphenyl)[1,2,4]triazolo[1,5-c]quinazolin